2-chlorophenyl (3S)-4-[N-(2-benzyl-2-azaspiro[4.5]dec-8-yl)-6-morpholin-4-yl-D-norleucyl]-3-[(thiophen-2-ylmethyl)carbamoyl]piperazine-1-carboxylate C(C1=CC=CC=C1)N1CC2(CC1)CCC(CC2)N[C@H](CCCCN2CCOCC2)C(=O)N2[C@@H](CN(CC2)C(=O)OC2=C(C=CC=C2)Cl)C(NCC=2SC=CC2)=O